ClC1=CC=C(C=C1)C1=NN=C(O1)N 5-(4-chlorophenyl)-1,3,4-oxadiazol-2-amine